(3,3-Difluoro-1-(trifluoromethyl)cyclobutyl)hydrazine FC1(CC(C1)(C(F)(F)F)NN)F